8-(4-fluoro-2-methylphenyl)-9-(3-fluoro-4-((1-(3-fluoropropyl)azetidin-3-ylidene)methyl)-2-methylphenyl)-6,7-dihydro-5H-benzo[7]annulene-3-carboxylic acid FC1=CC(=C(C=C1)C=1CCCC2=C(C1C1=C(C(=C(C=C1)C=C1CN(C1)CCCF)F)C)C=CC(=C2)C(=O)O)C